O.[Br-].[Br-].FC1=CC=C2C(=N1)[C@H](C1(O2)CC1)CN |o1:10| rel-1-[(3'R)-5'-fluoro-3'H-spiro[cyclopropane-1,2'-furo[3,2-b]pyridin]-3'-yl]methanamine dibromide Hydrate